ClC1=NC(=NC(=C1)OC)N (4-chloro-6-methoxy-pyrimidin-2-yl)amine